CCCCCCCCCCCCCCCCCCCCCCCCC(CO)O hexacosyl glycol